(2s,3s,4R,5R)-5-(4-{[(2,4-dimethoxyphenyl)methyl]amino}-5-(1-methyl-1H-pyrazol-3-yl)-7H-pyrrolo[2,3-d]pyrimidin-7-yl)-3,4-dihydroxy-N-[(3R)-piperidin-3-yl]oxacyclopentane-2-carboxamide COC1=C(C=CC(=C1)OC)CNC=1C2=C(N=CN1)N(C=C2C2=NN(C=C2)C)[C@H]2[C@@H]([C@@H]([C@H](O2)C(=O)N[C@H]2CNCCC2)O)O